1-(1-(Ethoxycarbonyl)cyclobutyl)-4,6-dihydropyrrolo[3,4-c]pyrazole-5(1H)-carboxylic acid tert-butyl ester C(C)(C)(C)OC(=O)N1CC=2N(N=CC2C1)C1(CCC1)C(=O)OCC